2-(4-methyl-2-(pyridin-3-yl)phenyl)-1-(phenylsulfonyl)-1H-pyrrolo[2,3-b]pyridine CC1=CC(=C(C=C1)C1=CC=2C(=NC=CC2)N1S(=O)(=O)C1=CC=CC=C1)C=1C=NC=CC1